3-((3,4-dichlorophenyl)sulfonamido)-N-(4-hydroxypyridin-3-yl)benzamide ClC=1C=C(C=CC1Cl)S(=O)(=O)NC=1C=C(C(=O)NC=2C=NC=CC2O)C=CC1